C1(CC1)C1=NC=NC(=C1C1=NN2C(N(C(CC2)=O)CC2=CC=C(C=C2)C=2N(C=C(N2)C(F)(F)F)C)=C1)OC 2-(4-cyclopropyl-6-methoxypyrimidin-5-yl)-4-(4-(1-methyl-4-(trifluoromethyl)-1H-imidazol-2-yl)benzyl)-6,7-dihydropyrazolo[1,5-a]pyrimidin-5(4H)-one